NC1=C(C(=NC=N1)OC1=C(C=C(C=C1)NC(OC(C)(C)C)=O)F)CN1CCN(CC1)C tert-butyl (4-((6-amino-5-((4-methylpiperazin-1-yl)methyl)pyrimidin-4-yl)oxy)-3-fluorophenyl)carbamate